4-(2-Toluenesulfonylbenzylidene)piperidine-1-carboxylic acid tert-butyl ester C(C)(C)(C)OC(=O)N1CCC(CC1)=CC1=C(C=CC=C1)S(=O)(=O)CC1=CC=CC=C1